ClC1=CC(=C(C=C1)[C@@]1(OC2=C(C=CC=C2C=C1)C1CCN(CC1)CC1=NC=2C(=NC(=CC2)C(=O)O)N1C[C@H]1OCC1)C)OC([2H])([2H])[2H] 2-((4-((R)-2-(4-chloro-2-(methoxy-d3)phenyl)-2-methyl-2H-chromene-8-yl)piperidin-1-yl)methyl)-3-(((S)-oxetan-2-yl)methyl)-3H-imidazo[4,5-b]pyridine-5-carboxylic acid